3,3,3-trifluoro-2,2-dimethylpropan-1-amine FC(C(CN)(C)C)(F)F